tert-butyl (2R,5S)-4-(8-(cyanomethyl)-3-ethyl-9-methyl-2-oxo-3,9-dihydro-2H-purin-6-yl)-2,5-dimethylpiperazine-1-carboxylate C(#N)CC=1N(C=2N(C(N=C(C2N1)N1C[C@H](N(C[C@@H]1C)C(=O)OC(C)(C)C)C)=O)CC)C